C(C1=CC=CC=C1)OC(=O)N1S(OC[C@H]1C(F)F)=O (4S)-4-(difluoromethyl)-1,2,3-oxathiazolidine-3-carboxylic acid benzyl ester 2-oxide